N-(1-(2,4-difluorophenyl)ethyl)-2-(2,4-dioxo-1,4-dihydroquinazolin-3(2H)-yl)-N-methylacetamide FC1=C(C=CC(=C1)F)C(C)N(C(CN1C(NC2=CC=CC=C2C1=O)=O)=O)C